C1(CCCCC1)N(C(CCCCCCNC1=C(C(C1=O)=O)NC1=CC=NC=C1)=O)OCCN(C(=O)C=1C=C(C=CC1)NC(OC(C)(C)C)=O)CC tert-butyl (3-((2-((N-cyclohexyl-7-((3,4-dioxo-2-(pyridin-4-ylamino)cyclobut-1-en-1-yl)amino)heptanamido)oxy)ethyl)(ethyl)carbamoyl)phenyl)-carbamate